N-(4-cyano-3-(4,4-difluoropiperidin-1-yl)phenyl)-4-iodo-2-(6-azaspiro[2.5]oct-6-yl)benzamide C(#N)C1=C(C=C(C=C1)NC(C1=C(C=C(C=C1)I)N1CCC2(CC2)CC1)=O)N1CCC(CC1)(F)F